3-(4-(quinoxalin-2-yl)-1H-pyrazol-1-yl)cyclobutane-1-carbaldehyde N1=C(C=NC2=CC=CC=C12)C=1C=NN(C1)C1CC(C1)C=O